C(C)OC(CN1C(N(C2=C1C=CC=C2)C2=CC=C(C=C2)Br)=O)=O 2-[3-(4-bromophenyl)-2-oxobenzimidazol-1-yl]acetic acid ethyl ester